N'-hydroxy-6-methyl-5-((methylsulfonyl)methyl)pyridineformamidine ON=C(N)C1=NC(=C(C=C1)CS(=O)(=O)C)C